[6-[[(3-chloro-4-fluorophenyl)-[5-methyl-4-(methylsulfonimidoyl)-1H-imidazol-2-yl]methyl]amino]-3-fluoropyridin-2-yl]methanol ClC=1C=C(C=CC1F)C(C=1NC(=C(N1)S(=O)(=N)C)C)NC1=CC=C(C(=N1)CO)F